O=S1(CCC(CC1)NC1=C2C=C(N(C2=CC=C1)CC(F)(F)F)C#CCNC1=C(C=C(C(=O)NC)C=C1)OC)=O 4-[(3-{4-[(1,1-dioxo-1λ6-thian-4-yl)amino]-1-(2,2,2-trifluoroethyl)-1H-indol-2-yl}prop-2-yn-1-yl)amino]-3-methoxy-N-methylbenzamide